COC(C1CCN(CC1)C1=CC=C(C=C1)[C@H]1[C@H](CCC2=CC(=CC=C12)O)C1=C(C(=C(C(=C1[2H])[2H])[2H])[2H])[2H])OC (1R,2S)-1-[4-[4-(dimethoxymethyl)-1-piperidyl]phenyl]-2-(2,3,4,5,6-pentadeuteriophenyl)tetralin-6-ol